methyl 4-amino-3-(4-hydroxybut-1-yn-1-yl)benzoate NC1=C(C=C(C(=O)OC)C=C1)C#CCCO